C(C)(C)(C)OC(=O)N1CC(C[C@@H]1C1=C(C(=CC=C1OCOC)Cl)Cl)C(C(=O)O)(C)C 2-[(5R)-1-(tert-butoxycarbonyl)-5-[2,3-dichloro-6-(methoxymethoxy)phenyl]pyrrolidin-3-yl]-2-methylpropanoic acid